O[C@@H]1CN(C[C@@H]1O)C(C#CC=1C=NC(=C(C1)C(F)(F)F)C1=CC=CC=C1)=O 1-[(3R,4S)-3,4-dihydroxypyrrolidin-1-yl]-3-[6-phenyl-5-(trifluoromethyl)pyridin-3-yl]prop-2-yn-1-one